(8-(3,4-dimethoxyphenoxy)octyl)triphenylphosphonium bromine salt [Br+].COC=1C=C(OCCCCCCCC[P+](C2=CC=CC=C2)(C2=CC=CC=C2)C2=CC=CC=C2)C=CC1OC